6-Amino-3-((1S,3R)-4'-chloro-3-cyano-1',2'-dihydrospiro[cyclopentane-1,3'-pyrrolo[2,3-b]pyridin]-5'-yl)-2-fluoro-N,N-dimethylbenzamide NC1=CC=C(C(=C1C(=O)N(C)C)F)C=1C(=C2C(=NC1)NC[C@@]21C[C@@H](CC1)C#N)Cl